C(C=1C(C(=O)N)=CC=CC1)(N)=N phthalic acid diamide imine